N(=C=O)C1=CC=C(C=C1)C(C1=CC=C(C=C1)N=C=O)C1=CC=C(C=C1)N=C=O tris(4-isocyanatophenyl)-methane